Dichloro-2,2'-(sulfanediyl)bis(1,5,6,7-tetrahydro-s-indacen) ClC1CC=2C=C3C=C(CC3=CC2C1)SC=1CC2=CC=3CC(CC3C=C2C1)Cl